ClC1=C2C(=C(N=C1Cl)C=1OC=CC1)C=1CN(CCC1N2)C(CO)=O 1-(6,7-dichloro-9-(furan-2-yl)-1,3,4,5-tetrahydro-2H-pyrrolo[3,2-c:4,5-c']dipyridin-2-yl)-2-hydroxyethan-1-one